(M)-4-(4-acryl-cis-3,5-dimethylpiperazin-1-yl)-7-chloro-6-fluoro-1-(2-isopropyl-4-methylpyridin-3-yl)pyrido[2,3-d]Pyrimidin-2(1H)-one C(=O)(C=C)N1[C@@H](CN(C[C@@H]1C)C=1C2=C(N(C(N1)=O)C=1C(=NC=CC1C)C(C)C)N=C(C(=C2)F)Cl)C